C(C)(C)C1=C(C(=O)N2CCC(CC2)C2=C(C#N)C=CC=C2)C=C(C(=C1)C)C1=NN=C(N1)COC (1-(2-isopropyl-5-(5-(methoxymethyl)-4H-1,2,4-triazol-3-yl)-4-methylbenzoyl)piperidin-4-yl)benzonitrile